ClC=1N=C2C(=NC1)N(C=C2C2=NC(=C(C(=N2)NC2C(C1CCC2CC1)C(=O)OC)F)C=1C=NN(C1)C)C(C1=CC=CC=C1)(C1=CC=CC=C1)C1=CC=CC=C1 (+/-)-trans-methyl 3-((2-(2-chloro-5-trityl-5H-pyrrolo[2,3-b]pyrazin-7-yl)-5-fluoro-6-(1-methyl-1H-pyrazol-4-yl)pyrimidin-4-yl)amino)bicyclo[2.2.2]octane-2-carboxylate